C1(CCCC1)N1CCN(CC1)C1=CC=C(C=C1)NC(=O)C=1C(NC=CC1NC=1N=NC=CC1C)=O N-(4-(4-Cyclopentylpiperazin-1-yl)phenyl)-4-((4-methylpyridazin-3-yl)amino)-2-oxo-1,2-dihydropyridine-3-carboxamide